(12S)-6-(Benzyloxy)-18-methoxy-6-(trifluoromethyl)-22-oxa-3,4,16,21-tetraazatetracyclo[15.3.1.12,5.012,16]docosa-1(21),2,4,9,17,19-hexaen-20-amine C(C1=CC=CC=C1)OC1(C2=NN=C(C=3C(=CC(=C(N4CCC[C@H]4CC=CCC1)N3)OC)N)O2)C(F)(F)F